2-chloro-N-cyclopropyl-5-(1-(2,6-dichloro-4-(perfluoropropan-2-yl)phenyl)-1H-pyrazol-4-yl)-N-(ethyl-(methyl)carbamoyl)nicotinamide ClC1=C(C(=O)N(C(N(C)CC)=O)C2CC2)C=C(C=N1)C=1C=NN(C1)C1=C(C=C(C=C1Cl)C(C(F)(F)F)(C(F)(F)F)F)Cl